(R)-2-(3-bromophenyl)-N-(8,9-difluoro-6-oxo-1,4,5,6-tetrahydro-2H-pyrano[3,4-c]isoquinolin-1-yl)-2,2-difluoro-N-methylacetamide BrC=1C=C(C=CC1)C(C(=O)N(C)[C@H]1COCC=2NC(C=3C=C(C(=CC3C21)F)F)=O)(F)F